9-acetyl-2-(benzyloxy)-7-methyl-4H-pyrido[1,2-a]pyrimidin-4-one C(C)(=O)C1=CC(=CN2C1=NC(=CC2=O)OCC2=CC=CC=C2)C